hexyl (R)-(4-amino-1-(methyl(phenethyl)amino)-1,4-dioxobutan-2-yl)carbamate NC(C[C@H](C(=O)N(CCC1=CC=CC=C1)C)NC(OCCCCCC)=O)=O